(8-bromo-1-(3,5-difluorophenyl)-7-methoxy-1,4-dihydrochromeno[4,3-c]pyrazol-3-yl)(3,3-dimethylmorpholino)methanone BrC1=CC2=C(C=C1OC)OCC1=C2N(N=C1C(=O)N1C(COCC1)(C)C)C1=CC(=CC(=C1)F)F